tert-butyl-(R)-4-(1-(5-chloropyridin-2-yl)-2,2,2-trifluoroethyl)-4-hydroxypiperidine-1-carboxylate C(C)(C)(C)OC(=O)N1CCC(CC1)(O)[C@H](C(F)(F)F)C1=NC=C(C=C1)Cl